C1(=CC=CC2=CC=CC=C12)N(C1=CC=2C3(C4=CC(=CC=C4C2C=C1)N(C1=CC=CC=C1)C1=CC=CC2=CC=CC=C12)C1=CC=CC=C1C=1C=CC=CC13)C1=CC=CC=C1 N,N'-di-1-naphthyl-N,N'-diphenyl-9,9'-spirobi[9H-fluorene]-2,7-diamine